FC(C=1C=C(C=C(C1)C(F)(F)F)C1=NN(C=N1)/C=C(/C(=O)O)\C=1C(=NOC1C)C)(F)F (E)-3-(3-(3,5-Bis(trifluoromethyl)phenyl)-1H-1,2,4-triazol-1-yl)-2-(3,5-dimethyl-isoxazol-4-yl)acrylic acid